methyl ({(3S)-7-(benzyloxy)-3-[(tert-butoxycarbonyl)amino]-5-fluoro-3,4-dihydro-2H-1-benzopyran-6-yl}amino)acetate C(C1=CC=CC=C1)OC1=CC2=C(C[C@@H](CO2)NC(=O)OC(C)(C)C)C(=C1NCC(=O)OC)F